pyrido[2,3-d]pyrimidine-6-sulfonyl chloride N1=CN=CC2=C1N=CC(=C2)S(=O)(=O)Cl